sodium (S)-3-(3-(1,5-dimethyl-4-oxido-2-oxo-1,2-dihydropyridin-3-yl)ureido)-3-(3'-(trifluoro methoxy)biphenyl-3-yl)propanoate CN1C(C(=C(C(=C1)C)[O-])NC(N[C@@H](CC(=O)[O-])C=1C=C(C=CC1)C1=CC(=CC=C1)OC(F)(F)F)=O)=O.[Na+].[Na+]